2-((6-(3-Aminoazetidin-1-yl)-2-cyclopropyl-8-fluoroquinolin-4-yl)(ethyl)amino)-4-(tetrahydro-2H-pyran-4-yl)thiazole-5-carbonitrile NC1CN(C1)C=1C=C2C(=CC(=NC2=C(C1)F)C1CC1)N(C=1SC(=C(N1)C1CCOCC1)C#N)CC